CC(CO)C(=C)C 2,3-dimethyl-3-buten-1-ol